3-[(1S)-2-hydroxy-1-phenylethyl]urea OC[C@H](C1=CC=CC=C1)NC(N)=O